N1(CCCCCC1)C(=O)C1=CC2=C(C=N1)C(=NN2CCC)C2=CN=C1N2C=C(C=C1)F azepan-1-yl-[3-(6-fluoro-imidazo[1,2-a]pyridin-3-yl)-1-propyl-1H-pyrazolo[4,3-c]pyridin-6-yl]-methanone